CN1N=CC(=C1)C=1C(N(C=CC1)C=1C=NC(=CC1)N[C@@H]1C[C@H](CC1)NC1=NC=C(N=C1)C)=O 3-(1-Methyl-1H-pyrazol-4-yl)-6'-(((1S,3S)-3-((5-methylpyrazin-2-yl)amino)cyclopentyl)amino)-2H-[1,3'-bipyridin]-2-one